Cl.Cl.BrC1=NC(=CC(=C1)C1NCCNC1C)Cl 2-(2-bromo-6-chloropyridin-4-yl)-3-methylpiperazine bishydrochloride